CP(C(CC)CCC)C(CC)CCC methyl-di-(3-hexyl)phosphine